N-(2,3-dihydro-4H-benzo[b][1,4]oxazin-4-yl)-4-(dimethylamino)-1-(2,3,5-trifluoro-phenyl)-1H-pyrrolo[2,3-b]pyridine-5-carboxamide O1C2=C(N(CC1)NC(=O)C=1C(=C3C(=NC1)N(C=C3)C3=C(C(=CC(=C3)F)F)F)N(C)C)C=CC=C2